Cl.C(C)(=O)NC[C@@H](C(=O)OCC1=CC(=NC(=C1)Cl)Cl)N (2,6-Dichloropyridin-4-yl)methyl (S)-3-acetamido-2-aminopropanoate hydrochloride